CC(C)(C)S(=O)N[C@@H](C)C=1C=NC(=CC1)OC1=CC=C(C=C1)C 2-methyl-N-((S)-1-(6-(p-tolyloxy)pyridin-3-yl)ethyl)propane-2-sulfinamide